FC(C=1C=C(C=CC1)C=1C=C(C=NC1)C(=O)N)(F)F 5-[3-(trifluoromethyl)phenyl]pyridine-3-carboxamide